[Br-].COC(CCCCCCCC[P+](C1=CC=CC=C1)(C1=CC=CC=C1)C1=CC=CC=C1)OC 9,9-dimethoxynonyltriphenyl-phosphonium bromide